5-(2-pyridyl)tetrazolate N1=C(C=CC=C1)C1(N=NN=N1)C(=O)[O-]